ClC1=CC=C2C(=N1)OC1=C(C=CC=C1C2=O)F 2-chloro-9-fluoro-chromeno[2,3-b]pyridin-5-one